ClC=1C=C(C=C2C=C(N=CC12)NC(=O)[C@H]1[C@@H](C1)C#N)C=1C=NC=CC1N(C)C |r| (+-)-trans-N-[8-chloro-6-[4-(dimethylamino)-3-pyridinyl]-3-isoquinolinyl]-2-cyano-cyclopropanecarboxamide